2-Ethylhexyl Lactate C(C(O)C)(=O)OCC(CCCC)CC